4-((S)-2-(dimethylamino)-3-((R)-3-phenyl-3-(1-(trifluoromethyl)cyclopropyl)propanamido)propyl)-2-fluorobenzamide CN([C@@H](CC1=CC(=C(C(=O)N)C=C1)F)CNC(C[C@@H](C1(CC1)C(F)(F)F)C1=CC=CC=C1)=O)C